6,7-difluoro-1,2,3,4-tetrahydroisoquinoline FC=1C=C2CCNCC2=CC1F